6-hydroxyisoflavone OC=1C=C2C(C(=COC2=CC1)C1=CC=CC=C1)=O